6-bromo-7-cyclobutoxy-2-(1-methyl-2-oxabicyclo[2.2.1]hept-4-yl)imidazo[1,2-a]pyridine BrC=1C(=CC=2N(C1)C=C(N2)C21COC(CC2)(C1)C)OC1CCC1